5-isobutyl-3-(2-Methyl-4-((2-methyl-1H-imidazol-1-yl)methyl)phenyl)-N-((pyridin-2-ylmethyl)carbamoyl)thiophene-2-sulfonamide C(C(C)C)C1=CC(=C(S1)S(=O)(=O)NC(NCC1=NC=CC=C1)=O)C1=C(C=C(C=C1)CN1C(=NC=C1)C)C